FC(F)(F)C=1C(=C(C=CC1C(=O)O)C1=CC=C(C=C1)C(=O)O)C(F)(F)F bis(trifluoromethyl)-4,4'-biphenyldicarboxylic acid